ClC=1C=C2C=C(C=C(C2=CC1)O)O 6-chloronaphthalene-1,3-diol